2,6-Dimethyl-3-(4-((2-(trimethylsilyl)ethoxy)methyl)-4H-1,2,4-triazol-3-yl)aniline CC1=C(N)C(=CC=C1C1=NN=CN1COCC[Si](C)(C)C)C